C(C)(=O)NC1=NN(C=C1)C(=O)N1CCN(CC1)CC1=C(OCCCC(=O)O)C=C(C=C1)Cl 4-(2-((4-(3-Acetamido-1H-pyrazole-1-carbonyl)piperazin-1-yl)methyl)-5-chlorophenoxy)butanoic acid